(6S)-6-{2-Chloro-3-[(2-methyl-pyrimidin-5-yl)amino]phenyl}-2-imino-6-methyl-3-(tetrahydro-pyran-4-yl)hexahydropyrimidin-4-one ClC1=C(C=CC=C1NC=1C=NC(=NC1)C)[C@@]1(CC(N(C(N1)=N)C1CCOCC1)=O)C